IC=1C=CC(=C(C(=O)N(C)OC)C1)C 5-iodo-N-methoxy-N,2-dimethyl-benzamide